ClCCC(C)Cl 1,3-dichlorobutane